2-amino-5-(phenylmethoxy)-4-methoxybenzoic acid benzyl ester C(C1=CC=CC=C1)OC(C1=C(C=C(C(=C1)OCC1=CC=CC=C1)OC)N)=O